N,N-diheptanylamine C(CCCCCC)NCCCCCCC